CNC=1NC=CC1 methylaminopyrrole